N'-(3-chloro-2-piperazin-1-yl-6-quinolyl)propane-1,3-diamine ClC=1C(=NC2=CC=C(C=C2C1)NCCCN)N1CCNCC1